N-[4-(2,4-difluorophenoxy)-3-(1-methyl-5-methylsulfanyl-6-oxopyridin-3-yl)phenyl]ethanesulfonamide FC1=C(OC2=C(C=C(C=C2)NS(=O)(=O)CC)C2=CN(C(C(=C2)SC)=O)C)C=CC(=C1)F